thiophenyl-methyl-amine S1C(=CC=C1)NC